FC=1C(=C(C(=CC1)C(C)C)NC(=O)NS(=O)(=O)C1=CC2=C(O1)C1CCC(C2O)C1)C(C)C N-((3-fluoro-2,6-diisopropylphenyl)carbamoyl)-4-hydroxy-5,6,7,8-tetrahydro-4H-5,8-methanocyclohepta[b]furan-2-sulfonamide